4-[1-[[4-[4-[(3-Chlorophenyl)methoxy]-1-piperidyl]tetrahydropyran-4-carbonyl]amino]cyclopropyl]benzoic acid, hydrochloride Cl.ClC=1C=C(C=CC1)COC1CCN(CC1)C1(CCOCC1)C(=O)NC1(CC1)C1=CC=C(C(=O)O)C=C1